(5-(4-fluorophenyl)-5-oxopentyl)phosphonic acid diethyl ester C(C)OP(OCC)(=O)CCCCC(=O)C1=CC=C(C=C1)F